(2S,3S,4R)-1-O-(α-D-galactosyl)-2-(N-hexacosanoylamino)-1,3,4-heptanetriol [C@H]1([C@H](O)[C@@H](O)[C@@H](O)[C@H](O1)CO)OC[C@@H]([C@@H]([C@@H](CCC)O)O)NC(CCCCCCCCCCCCCCCCCCCCCCCCC)=O